3-(N-tris-(hydroxymethyl)methylamino)-2-hydroxy-propanesulfonic acid OCC(NCC(CS(=O)(=O)O)O)(CO)CO